[Cl-].C1(CCC1)C1=CC=C(C=N1)N1N=CN=C1C[NH3+] [1-(6-cyclobutylpyridin-3-yl)-1H-1,2,4-triazol-5-yl]methanaminium chloride